C(C)(C)(C)OC(=O)NCCCCCCN(C(O)=O)CCCCCCNC(=O)OC(C)(C)C bis(6-((tert-butoxycarbonyl)amino)hexyl)carbamic acid